2-{3-[(3S)-3-cyclopropylpiperazin-1-yl]-1,2,4-triazin-6-yl}-5-(3-fluoropyridin-4-yl)phenol dihydrochloride Cl.Cl.C1(CC1)[C@H]1CN(CCN1)C=1N=NC(=CN1)C1=C(C=C(C=C1)C1=C(C=NC=C1)F)O